OCC1=CC=C(OC2=CC=C3C(C(C=4C=CC=C2C43)=O)=O)C=C1 5-(4-hydroxymethyl-phenoxy)acenaphthoquinone